C(C)N(C(\C=C/C(=O)O)=O)CC maleic acid N,N-diethyl amide